FC(CN(C=1C=C(C=C(C1)F)C#CC(C)(O)C)C1=NC=2N(C3=C1C(=CN=C3)F)C(=NN2)C)F 4-(3-((2,2-difluoroethyl)(6-fluoro-1-methylpyrido[4,3-e][1,2,4]triazolo[4,3-a]pyrimidin-5-yl)amino)-5-fluorophenyl)-2-methylbut-3-yn-2-ol